C(#N)CCOC(CN1C(N(C(C2=C1SC(=C2C)N2N=CC=N2)=O)N(C(C(C)C)=O)C)=O)C2=C(C=CC(=C2)F)OC N-(1-(2-(2-cyanoethoxy)-2-(5-fluoro-2-methoxyphenyl)ethyl)-5-methyl-2,4-dioxo-6-(2H-1,2,3-Triazol-2-yl)-1,4-dihydrothieno[2,3-d]pyrimidin-3(2H)-yl)-N-methylisobutyramide